1-aminopropyl-3-methylimidazole bromine salt [Br].NC(CC)C1=NC=CN1C